C(C)N(C(\C=C/C(=O)O)=O)CC maleic acid-N,N-diethyl amide